FC1=CC=C(C=C1)C1=NN(C=C1C=1C2=C(N=CN1)C=C(C(=N2)N)OC)C 4-(3-(4-fluorophenyl)-1-methyl-1H-pyrazol-4-yl)-7-methoxypyrido[3,2-d]pyrimidin-6-amine